OC1CN(CC1)C1=C2C=NN(C2=C(C(=C1)OCOC)C#N)CC1=CC=C(C=C1)OC 4-(3-hydroxypyrrolidin-1-yl)-1-(4-methoxybenzyl)-6-(methoxymethoxy)-1H-indazole-7-carbonitrile